N-(2-((R)-3-(dimethylamino)pyrrolidin-1-yl)-5-((6-((R)-3-(2-fluoro-3-(trifluoromethyl)phenyl)isooxazolidin-2-yl)pyrimidin-4-yl)amino)-4-methoxyphenyl)acrylamide CN([C@H]1CN(CC1)C1=C(C=C(C(=C1)OC)NC1=NC=NC(=C1)N1OCC[C@@H]1C1=C(C(=CC=C1)C(F)(F)F)F)NC(C=C)=O)C